ClC1=NC2=CC=C(C=C2C=N1)C1=C(C(=CC(=C1Cl)OC)OC)Cl 2-chloro-6-(2,6-Dichloro-3,5-dimethoxyphenyl)quinazoline